2,7-dibromo-9,9-bis(3-phosphoethyl-propyl)fluorene BrC1=CC=2C(C3=CC(=CC=C3C2C=C1)Br)(CCCCCP(=O)=O)CCCCCP(=O)=O